tert-butyl 6-hydroxy-7-methyl-3,4-dihydroisoquinoline-2(1H)-carboxylate OC=1C=C2CCN(CC2=CC1C)C(=O)OC(C)(C)C